C(C1=CC=CC=C1)O[C@H]1[C@@H]([C@@H](O[C@H]([C@@H]1OCC1=CC=CC=C1)OC)[Sn](CCCC)(CCCC)CCCC)O (2s,3s,4s,5r,6r)-4,5-bis(benzyloxy)-6-methoxy-2-(tributylstannyl)tetrahydro-2H-pyran-3-ol